The molecule is a trivalent inorganic anion obtained by removal of all three protons from cyclotriphosphoric acid.; major species at pH 7.3. It is a triphosphate ion and a trivalent inorganic anion. It is a conjugate base of a cyclotriphosphoric acid. [O-]P1(=O)OP(=O)(OP(=O)(O1)[O-])[O-]